5-amino-3-tert-butyl-pyrazole-1-carboxylic acid [4-(5-hexyloxy-benzoimidazol-1-yl)-phenyl]-amide C(CCCCC)OC1=CC2=C(N(C=N2)C2=CC=C(C=C2)NC(=O)N2N=C(C=C2N)C(C)(C)C)C=C1